ClC=1C(=NC=CC1)C1CC1.[K] potassium 3-chloro-2-cyclopropylpyridine